tert-butyl (1-methyl-7-(trifluoromethyl)isochroman-4-yl)carbamate CC1OCC(C2=CC=C(C=C12)C(F)(F)F)NC(OC(C)(C)C)=O